ClC1=CC=C(N1)C(=O)NC(C(=O)O)\C=C\C(C)(C)C (E)-2-(5-chloro-2-pyrrolylcarbonylamino)-5,5-dimethyl-3-hexenoic acid